C(#N)CC(=O)N1CCC(CC1)C (3R,4R)-1-(2-cyanoacetyl)-4-methylpiperidine